P(=O)(OCCCCCCCCCCCC)(OCCCCCCCCCCCC)OCCCCCCCCCCCC trilauryl phosphate